CN(C=1C(=NC=CN1)N1CCN(CC1)C(=O)OC(C)(C)C)C1=NC=C(C=C1)C(F)(F)F tert-butyl 4-(3-(methyl(5-(trifluoromethyl)pyridin-2-yl)amino)pyrazin-2-yl)piperazine-1-carboxylate